NC=1SC(=C(N1)C1=CC(=C(C(=O)NC2CC2)C(=C1)F)Cl)C 4-(2-amino-5-methyl-1,3-thiazol-4-yl)-2-chloro-N-cyclopropyl-6-fluorobenzamide